(3S,4S)-4-fluoro-1-(3-fluoropropyl)pyrrolidin F[C@H]1CCN(C1)CCCF